2-chloro-N-((1r,4r)-4-methoxycyclohexyl)-6-(trifluoromethyl)pyrimidine-4-carboxamide ClC1=NC(=CC(=N1)C(=O)NC1CCC(CC1)OC)C(F)(F)F